N,N-bis(4-bromophenyl)-N-(4'-(benzocyclobuten-4-yl)-4-biphenylyl)amine BrC1=CC=C(C=C1)N(C1=CC=C(C=C1)C1=CC=C(C=C1)C1=CC2=C(C=C2)C=C1)C1=CC=C(C=C1)Br